trans-6-chloro-4-((4-(cyclopropyl(4-methoxyphenyl)amino)cyclohexyl)(methyl)amino)-1-methyl-2-oxo-1,2-dihydro-1,5-naphthyridine-3-carbonitrile ClC=1N=C2C(=C(C(N(C2=CC1)C)=O)C#N)N(C)[C@@H]1CC[C@H](CC1)N(C1=CC=C(C=C1)OC)C1CC1